CCCCC/C=C\\C/C=C\\C/C=C\\C/C=C\\CCCCCCCCCCCCCC(=O)O The molecule is a very long-chain omega-6 fatty acid that is triacontanoic acid having four double bonds located at positions 15, 18, 21 and 24 (the 15Z,18Z,21Z,24Z-isomer). It is an omega-6 fatty acid and a triacontatetraenoic acid. It is a conjugate acid of a (15Z,18Z,21Z,24Z)-triacontatetraenoate.